NCCOCC(=O)N[C@H](C(=O)N1[C@@H](C[C@H](C1)O)C(=O)NCC1=CC=C(C=C1)C1=C(N=CS1)C)C(C)(C)C (2S,4R)-1-((S)-2-(2-(2-Aminoethoxy)acetamido)-3,3-dimethylbutanoyl)-4-hydroxy-N-(4-(4-methylthiazol-5-yl)benzyl)pyrrolidine-2-carboxamide